(R)-1-((4'-(1,1,1,3,3,3-hexafluoro-2-hydroxypropan-2-yl)-2-methyl-[1,1'-biphenyl]-4-yl)methyl)-N-isopropyl-4-(pyridin-4-ylmethyl)piperazine-2-carboxamide FC(C(C(F)(F)F)(O)C1=CC=C(C=C1)C1=C(C=C(C=C1)CN1[C@H](CN(CC1)CC1=CC=NC=C1)C(=O)NC(C)C)C)(F)F